BrC=1N=C(N(N1)COCC[Si](C)(C)C)NC1=C2CCCC2=CC(=C1C1=CC(=NC=C1)F)C 5-bromo-N-[5-(2-fluoro-4-pyridinyl)-6-methyl-indan-4-yl]-2-(2-trimethylsilylethoxymethyl)-1,2,4-triazol-3-amine